1-(5-bromo-2-methyl-1,2,4-triazol-3-yl)-N-[(2,4-dimethoxyphenyl)methyl]-5-methyl-pyrazolo[3,4-c]pyridine-3-carboxamide BrC=1N=C(N(N1)C)N1N=C(C=2C1=CN=C(C2)C)C(=O)NCC2=C(C=C(C=C2)OC)OC